trimethyl-[2-[(5-tributylstannylimidazol-1-yl)methoxy]ethyl]silane C[Si](CCOCN1C=NC=C1[Sn](CCCC)(CCCC)CCCC)(C)C